4-Benzyloxy-5-bromo-2-[4-tert-butyl-2-(4-fluoro-2-methoxy-phenoxy)-6-methyl-phenyl]-1,6-naphthyridine C(C1=CC=CC=C1)OC1=CC(=NC2=CC=NC(=C12)Br)C1=C(C=C(C=C1C)C(C)(C)C)OC1=C(C=C(C=C1)F)OC